ClCC(=O)N1[C@H](C=2NC3=CC=CC=C3C2C[C@@H]1C(=O)OC)C1=CC=C(C=C1)C(=O)OCC1=CC=CC=C1 methyl (1S,3R)-2-(2-chloroacetyl)-1-(4-(benzyloxycarbonyl) phenyl)-2,3,4,9-tetrahydro-1H-pyrido[3,4-b]indole-3-carboxylate